2-Amino-6-(2-(3-methylisoxazol-5-yl)ethyl)-7-oxo-6-phenyl-4,5,6,7-tetrahydrobenzo[b]thiophene-3-carboxamide NC1=C(C2=C(S1)C(C(CC2)(C2=CC=CC=C2)CCC2=CC(=NO2)C)=O)C(=O)N